FC(F)(F)N1C=2N(CCC1)N=C(C2C=2NC=CN2)CC2=CC=CC=C2 (trifluoromethyl)-1H-imidazol-2-yl-(benzyl)-4,5,6,7-tetrahydropyrazolo[1,5-a]pyrimidine